4-fluoro-7-propoxybenzo[d]thiazol-2-amine FC1=CC=C(C2=C1N=C(S2)N)OCCC